C(C)OC(=O)C=1C=NC(=CC1)C=1N(C(=CC1)C1=CC=C(C=C1)Cl)C1=C(C=CC=C1)C(F)(F)F.ClC=1C=C(C(=O)N(C)C)C=CC1N1CCN(CC1)C(CCC1=NC2=CC=CC=C2C(N1)=O)=O 3-chloro-N,N-dimethyl-4-[4-[3-(4-oxo-3H-quinazolin-2-yl)propionyl]piperazin-1-yl]benzamide Ethyl-6-[5-(4-chlorophenyl)-1-[2-(trifluoromethyl)phenyl]pyrrol-2-yl]pyridine-3-carboxylate